C(C1=CC=CC=C1)OC=1C=CC2=C(C(=C(O2)C=O)C)C1 5-(benzyloxy)-3-methyl-1-benzofuran-2-carbaldehyde